6-oxo-1H-pyridine-2-carboxamide O=C1C=CC=C(N1)C(=O)N